C1(=CC=CC2=CC=CC=C12)COCCN 2-(1-naphthylmethoxy)ethylamine